Cl.FC1=C2C(=NN(C2=CC=C1OC[C@H]1CNCC1)C)C1C(NC(CC1)=O)=O 3-(4-fluoro-1-methyl-5-(((R)-pyrrolidin-3-yl)methoxy)-1H-indazol-3-yl)piperidine-2,6-dione hydrochloride